N1N=CC=C1C(=O)N 1H-pyrazol-5-carboxamide